tert-butyl 4-(6-(pyrrolidin-1-yl) pyridin-2-yl)-5,6-dihydropyridine-1(2H)-carboxylate N1(CCCC1)C1=CC=CC(=N1)C1=CCN(CC1)C(=O)OC(C)(C)C